1-[2-({1-[(3,4-dimethoxyphenyl)methyl]naphthalen-2-yl}oxy)ethyl]pyrrolidine COC=1C=C(C=CC1OC)CC1=C(C=CC2=CC=CC=C12)OCCN1CCCC1